5-(2,3-Difluorophenyl)-3-((4-(dimethylamino)cyclohexyl)amino)-2,3,4,9-tetrahydro-1H-carbazole FC1=C(C=CC=C1F)C1=C2C=3CC(CCC3NC2=CC=C1)NC1CCC(CC1)N(C)C